N1(N=CN=C1)CCNC1=C(C=CC=C1[N+](=O)[O-])Br N-(2-(1H-1,2,4-triazol-1-yl)ethyl)-2-bromo-6-nitroaniline